2-(2,6-dimethylpyridin-3-yl)-4,5-dimethylphenol CC1=NC(=CC=C1C1=C(C=C(C(=C1)C)C)O)C